FC(C(=O)O)(F)F.CC=1N=C(NC1C)C1=NC=CC(=C1)C=1CN(CCC1)S(=O)(=O)C 2-(4,5-Dimethyl-1H-imidazol-2-yl)-4-(1-(methylsulfonyl)-1,2,5,6-tetrahydropyridin-3-yl)pyridine trifluoroacetate salt